methyl 3-(5-((diphenoxyphosphoryl)oxy)-2-hydroxy-1,2,3,3a,4,6a-hexahydropentalen-2-yl)propiolate O(C1=CC=CC=C1)P(=O)(OC1=CC=CC=C1)OC=1CC2CC(CC2C1)(O)C#CC(=O)OC